4-(7-(N-(1-cyanocyclopropyl)sulfamoyl)-9-(5-(difluoromethyl)-1,3,4-thiadiazol-2-yl)-9H-pyrimido[4,5-b]indol-4-yl)-N-methoxy-N-methylpiperidine-1-carboxamide C(#N)C1(CC1)NS(=O)(=O)C1=CC=C2C3=C(N(C2=C1)C=1SC(=NN1)C(F)F)N=CN=C3C3CCN(CC3)C(=O)N(C)OC